4-amino-3-oxo-bicyclo[2.2.2]octane-1-carboxylic acid tert-butyl ester C(C)(C)(C)OC(=O)C12CC(C(CC1)(CC2)N)=O